methyl 3,5-di-tert-butyl-4-hydroxybenzylphosphonate C(C)(C)(C)C=1C=C(CP(OC)([O-])=O)C=C(C1O)C(C)(C)C